O1CC=NC2=C1C=CC(=C2)O 1,4-benzoxazin-6-ol